N-(5-cyclopropyl-1H-pyrazol-3-yl)-2-(4-(1,2,5,6-tetrahydropyridin-3-yl)-1H-pyrazol-1-yl)propanamide C1(CC1)C1=CC(=NN1)NC(C(C)N1N=CC(=C1)C=1CNCCC1)=O